C1(CC1)CC1=NC(=C(C(=O)NC2=CC(=CC=C2)S(=O)(=N)C)C=C1)N1CCC2(CC2)CC1 6-(cyclopropylmethyl)-N-(3-(S-methylsulfonimidoyl)phenyl)-2-(6-azaspiro[2.5]octan-6-yl)nicotinamide